3,5-dimethyl-2-pyrrol-formaldehyde CC1=C(NC(=C1)C)C=O